C(C)(C)(C)C=1C=CC(=C(C(=O)N2CC=3C=C(C=NC3CC2)N(C(\C=C\CN(C)C)=O)C)C1)O (E)-N-(6-(5-(tert-Butyl)-2-hydroxybenzoyl)-5,6,7,8-tetrahydro-1,6-naphthyridin-3-yl)-4-(dimethylamino)-N-methylbut-2-enamide